CC1=C(C=C(C=C1C)[N+](=O)[O-])S(=O)(=O)Cl 2,3-dimethyl-5-nitro-benzenesulfonyl chloride